butyl-aminoacetophenone C(CCC)C(C(=O)C1=CC=CC=C1)N